NC=1C(=C2C(=NC1C#N)N(C=N2)C2CC(C2)(F)F)Br 6-amino-7-bromo-3-(3,3-difluorocyclobutyl)imidazo[4,5-b]pyridine-5-carbonitrile